OC1(C(C=C(C=C1)C)O)O 4-hydroxy-3,4-dihydroxyphenylmethane